N-(2-(7-Methoxynaphthalen-1-yl)ethyl)-N-methylpropan-1-amine COC1=CC=C2C=CC=C(C2=C1)CCN(CCC)C